C(C1=CC=CC=C1)OC1=CC(=C(C=C1)NC=1C=C(OCCCCC(=O)O)C=CC1)C 5-(3-{[4-(Benzyloxy)-2-methylphenyl]amino}phenoxy)pentanoic acid